melamine compound with formaldehyde C=O.N1=C(N)N=C(N)N=C1N